OC(=O)C(F)(F)F.BrC=1C(=C(C=CC1)C(C(C)C)C(CNC1CC1)N)F [1-(3-bromo-2-fluorophenyl)-2-methyl-propyl]-N'-cyclopropyl-ethane-1,2-diamine TFA salt